7-[4-(α-D-mannopyranosyloxy)-5-methyl-2-nitrophenoxy]isoquinoline [C@H]1([C@@H](O)[C@@H](O)[C@H](O)[C@H](O1)CO)OC1=CC(=C(OC2=CC=C3C=CN=CC3=C2)C=C1C)[N+](=O)[O-]